4-(5-phenyl-1H-pyrrol-3-yl)-5-(trifluoromethyl)pyrimidin-2-amine C1(=CC=CC=C1)C1=CC(=CN1)C1=NC(=NC=C1C(F)(F)F)N